ClC=1C(=C(C=CC1)C=1CCCC2=C(C1C1=CC=C(C=C1)C=C1CN(C1)CCCF)C=CC(=C2)C(=O)O)CC 8-(3-chloro-2-ethylphenyl)-9-(4-((1-(3-fluoropropyl)azetidin-3-ylidene)methyl)phenyl)-6,7-dihydro-5H-benzo[7]annulene-3-carboxylic acid